C(CCC)C(COC(CC#N)=O)(COC(CC#N)=O)CC 2-butyl-2-ethyl-1,3-bis(cyanoacetoxy)propane